ethyl 1-(3-hydroxypropyl)piperidine-3-carboxylate OCCCN1CC(CCC1)C(=O)OCC